2,6-Diamino-3,5-Dinitropyrazine-1-Oxide NC1=[N+](C(=C(N=C1[N+](=O)[O-])[N+](=O)[O-])N)[O-]